(3-bromoanilino)-2'-ethyl-2',3'-dihydrospiro[cyclohexane-1,1'-indene]-4-carboxylic acid BrC=1C=C(NC2(C3(C4=CC=CC=C4C2)CCC(CC3)C(=O)O)CC)C=CC1